1-(2-(8-Phenyl-1,4-dioxaspiro[4.5]decan-8-yl)ethyl)-1H-pyrazole C1(=CC=CC=C1)C1(CCC2(OCCO2)CC1)CCN1N=CC=C1